methyl 4-(12-fluoro-6,8,13,14-tetrahydro-[1,2,4]triazolo[4',3':1,6]pyrido[3,2-c]benzo[g][1,5]oxazonin-4-yl)piperidine-1-carboxylate FC1=CC=CC2=C1CNC1=C(COC2)C=C(C=2N1C=NN2)C2CCN(CC2)C(=O)OC